6'-(dimethylamino)-[2,3'-bipyridine]-3-carbonitrile CN(C1=CC=C(C=N1)C1=NC=CC=C1C#N)C